C(CCCCCCCCC=CCCCC)C=1C=C(C=C(O)C1)O 5-(10-Pentadecenyl)resorcinol